BrC1(CCCC=2C=CN(C12)S(=O)(=O)C1=CC=C(C=C1)C)C(F)(F)F 7-bromo-1-(4-methylbenzenesulfonyl)-7-(trifluoromethyl)-5,6-dihydro-4H-indole